(R/S)-(6-methyl-3-(2H-1,2,3-triazol-2-yl)pyridin-2-yl)(6-((5-(trifluoromethyl)pyridin-2-yl)oxy)-2-azabicyclo[2.2.1]heptan-2-yl)methanone CC1=CC=C(C(=N1)C(=O)N1[C@H]2C(CC(C1)C2)OC2=NC=C(C=C2)C(F)(F)F)N2N=CC=N2 |r|